ClC1=C(C=C(C=C1)NC(=O)NC1=NC=C(C(=N1)C1=C(C=CC=C1)O)C1=CC=C(C=C1)OC)C(F)(F)F 1-(4-chloro-3-(trifluoromethyl)phenyl)-3-(4-(2-hydroxyphenyl)-5-(4-methoxyphenyl)pyrimidin-2-yl)urea